C(C)(=O)N1CCN(CC1)CC1=CC=C(C=C1)C1=CC(=C(C=C1)NC=1N=C(C2=C(N1)NC=C2C#N)NC2CCCC2)OC 2-((4'-((4-acetylpiperazin-1-yl)methyl)-3-methoxy-[1,1'-biphenyl]-4-yl)amino)-4-(cyclopentylamino)-7H-pyrrolo[2,3-d]pyrimidine-5-carbonitrile